NC1=NC=C(C(=N1)NCCO)CC1=C(C=C(C(=C1)OC)OC)C(C)C 2-[2-Amino-5-(2-isopropyl-4,5-dimethoxy-benzyl)-pyrimidin-4-ylamino]-ethanol